(S)-3-amino-oxetanone p-toluenesulfonate CC1=CC=C(C=C1)S(=O)(=O)O.N[C@@H]1C(OC1)=O